7-amino-6-(1-cyclopropylpyrazol-4-yl)-1-methyl-3,4-dihydroquinolin-2-one NC1=C(C=C2CCC(N(C2=C1)C)=O)C=1C=NN(C1)C1CC1